ClC1=C(N(N=C1)C)C=1C=C(C=CC1OC)NC(=O)NC1=C(C=CC=C1)F 1-[3-(4-Chloro-2-methyl-2H-pyrazol-3-yl)-4-methoxy-phenyl]-3-(2-fluoro-phenyl)-urea